diethyl 2,3-bis(cyclohexylmethyl)succinate C1(CCCCC1)CC(C(=O)OCC)C(C(=O)OCC)CC1CCCCC1